N-(4-hydroxybenzyl)prop-2-en-1-amine OC1=CC=C(CNCC=C)C=C1